N1CCC(CCC1)C=1C=C2CN(C(C2=CC1)=O)C1C(NC(CC1)=O)=O 3-(5-(azepan-4-yl)-1-oxoisoindolin-2-yl)piperidine-2,6-dione